(R)-1,2,3-oxathiazolidine-3,4-dicarboxylic acid 4-benzyl ester C(C1=CC=CC=C1)OC(=O)[C@@H]1N(SOC1)C(=O)O